2-bromo-N-(5-(2-(isobutylamino)acetamido)-2-methylpyridin-3-yl)pyrazolo[5,1-b]thiazole-7-carboxamide BrC1=CN2C(S1)=C(C=N2)C(=O)NC=2C(=NC=C(C2)NC(CNCC(C)C)=O)C